6-fluoro-5-(3-iodophenoxy)-4-(methylthio)-1-tosyl-1H-indole FC1=C(C(=C2C=CN(C2=C1)S(=O)(=O)C1=CC=C(C)C=C1)SC)OC1=CC(=CC=C1)I